COC(=O)C=1N=C(SC1CCCOC1=C(C=C(C=C1)C#CCN(C)C)F)NCCCCC(=O)OC [3-[4-[3-(dimethylamino)prop-1-ynyl]-2-fluoro-phenoxy]propyl]-2-[(5-methoxy-5-oxo-pentyl)amino]thiazole-4-carboxylic acid methyl ester